FC1=C(C=CC(=C1)F)[C@@H](CN1CCNCC1)NS(=O)(=O)C1=CC=C(C=C1)OC(F)(F)F (S)-N-(1-(2,4-difluorophenyl)-2-(piperazin-1-yl)ethyl)-4-(trifluoromethoxy)benzenesulfonamide